CN(C)C(C)(O)N(C)C bisdimethylaminoethanol